FC1=C(C=CC=C1C(F)(F)F)[C@@H](C)N (1R)-1-[2-fluoro-3-(trifluoromethyl)phenyl]ethan-1-amine